CC1=C(C=CC(=N1)C#N)C(=O)N1[C@H](CNCC1)C 6-methyl-5-((S)-2-methylpiperazine-1-carbonyl)picolinonitrile